(E)-4-((3aR,4R,7R,7aR)-1,3a,4,6,7,7a-hexahydro-5H-4,7-methanoinden-5-ylidene)-3-methylbutan-2-ol C1C=C[C@H]2[C@@H]3\C(\C[C@H]([C@@H]12)C3)=C\C(C(C)O)C